NC1=C(C=C(C=C1)C(C(=O)OCC)CN1CCOCC1)F ethyl 2-(4-amino-3-fluorophenyl)-3-morpholinopropanoate